FC1(OC2=C(O1)C=CC(=C2)NC2=NC=C(C(=C2)N2C=NC(=C2)C(=O)NC(CO)C2=CC=CC=C2)C)F 1-(2-((2,2-difluoro-benzo[d][1,3]dioxol-5-yl)-amino)-5-methyl-pyridin-4-yl)-N-(2-hydroxy-1-phenyl-ethyl)-1H-imidazole-4-carboxamide